1-(2-(2-iodophenyl)-1H-indol-1-yl)-2-methylpropan-2-en-1-one IC1=C(C=CC=C1)C=1N(C2=CC=CC=C2C1)C(C(=C)C)=O